1-(2-methyl-2-propen-1-yl)-2-pyrrolidinethione CC(CN1C(CCC1)=S)=C